ClC=1C=C(C=NC1)C=1C(=C(C#N)C=CC1)N1CCC(CC1)C1=NN=CN1C 3-(5-chloropyridin-3-yl)-2-(4-(4-methyl-4H-1,2,4-triazol-3-yl)piperidin-1-yl)benzonitrile